[I-].C(CC)C=1NC=C[NH+]1 propyl-imidazolium iodide